OC=1C=CC=2C3(C4=CC=C(C=C4OC2C1)O)OC(C1=CC(=CC=C13)C(=O)O)=O 3',6'-dihydroxyl-3-oxo-3H-spiro[isobenzofuran-1,9'-xanthene]-5-carboxylic acid